3-acetyl-8-bromo-5-chloro-2-((3-iodobenzyl)sulfinyl)quinolin-4(1H)-one C(C)(=O)C1=C(NC2=C(C=CC(=C2C1=O)Cl)Br)S(=O)CC1=CC(=CC=C1)I